C(=O)C1=CC=C(C=C1)C(=O)NCCOCCOCCOCCNC(CCC=O)=O N-{2-[2-(2-{2-[(4-formylphenyl)formamido]ethoxy}ethoxy)ethoxy]ethyl}-4-oxobutanamide